ClC=1C=CC2=C(CCC=3C(=NC=CC3)C2=C2CCN(CC2)CCCN2C(C3[C@H]4CC[C@@H](C3C2=O)C4)=O)C1 (4R,7S)-2-(3-(4-(8-chloro-5,6-dihydro-11H-benzo[5,6]cyclohepta[1,2-b]pyridin-11-ylidene)piperidin-1-yl)propyl)hexahydro-1H-4,7-methanoisoindole-1,3(2H)-dione